CC(C)(OC1=NC(=NC(=C1C(F)(F)F)OC(C)(C)C)C1=NC=C(C=C1)C)C 4,6-bis(1,1-dimethylethoxy)-2-(5-methyl-2-pyridinyl)-5-trifluoromethylpyrimidine